6-tert-pentyl-2-naphthol C(C)(C)(CC)C=1C=C2C=CC(=CC2=CC1)O